3-(4-(1-(4-chloro-3-fluorophenyl)-3,3-dimethyl-2,3-dihydro-1H-pyrrolo[3,2-b]pyridine-5-carbonyl)-3,3-dimethylpiperazin-1-yl)isonicotinic acid ethyl ester C(C)OC(C1=C(C=NC=C1)N1CC(N(CC1)C(=O)C1=CC=C2C(=N1)C(CN2C2=CC(=C(C=C2)Cl)F)(C)C)(C)C)=O